CC(C)(C)OC(=O)C1CCC(CC1)O tert-butyl (1r,4r)-4-hydroxycyclohexane-1-carboxylate